3,3-bis((7-methyloctyl)oxy)propanoic acid CC(CCCCCCOC(CC(=O)O)OCCCCCCC(C)C)C